C1(CC1)NC1C(CCCC1)O racemic-2-cyclopropylaminocyclohexanol